1-(4-(Furan-2-carbonyl)piperazin-1-yl)prop-2-en-1-one O1C(=CC=C1)C(=O)N1CCN(CC1)C(C=C)=O